C1(CC1)C1=C(C(=C2C(=N1)CCC2)NC(=O)N=[S@](=O)(N)C=2SC=C(C2)C(C)(C)O)C (R)-N'-((2-cyclopropyl-3-methyl-6,7-dihydro-5H-cyclopenta[b]pyridin-4-yl)carbamoyl)-4-(2-hydroxy-propan-2-yl)thiophene-2-sulfonimidamide